BrC1=C(C(=CC=C1)C1=CC=CC=C1)O 3-bromo-[1,1'-biphenyl]-2-ol